Cl.N[C@H](C(=O)O)CC1=CC=C(C=C1)C=1OC(=NN1)C1=CC=C(C=C1)C1=CC=C(C=C1)O (S)-2-amino-3-(4-(5-(4'-hydroxy-[1,1'-biphenyl]-4-yl)-1,3,4-oxadiazole-2-yl)phenyl)propionic acid hydrochloride